ClC=1C=C(C=NC1)C1=CN(C=2C1=NC=C(C2)C=2C(=NOC2C)C)C2=C(C=C(C(=O)O)C=C2OCC)OCC 4-(3-(5-chloropyridin-3-yl)-6-(3,5-dimethylisoxazol-4-yl)-1H-pyrrolo[3,2-b]pyridin-1-yl)-3,5-diethoxybenzoic acid